FC1(CC(C1)NC=1N=CC2=C(N1)NC=C2C2=CC=C1C(=N2)N(C(=N1)C)CC(F)F)F N-(3,3-difluorocyclobutyl)-5-(3-(2,2-difluoroethyl)-2-methyl-3H-imidazo[4,5-b]pyridin-5-yl)-7H-pyrrolo[2,3-d]pyrimidin-2-amine